[Pd](Cl)Cl.O1CCOCC1 dioxane palladium dichloride